3,3,3-Trifluoroprop-1-en-2-yl 3-(6-bromo-3-phenyl-1H-indazol-1-yl)-2,2-dimethylpropanoate BrC1=CC=C2C(=NN(C2=C1)CC(C(=O)OC(=C)C(F)(F)F)(C)C)C1=CC=CC=C1